4-piperidyl 2-[6-[5-(6-methyl-2-pyridyl)-1H-imidazol-4-yl]-3-quinolyl]pyridine-4-carboxylate CC1=CC=CC(=N1)C1=C(N=CN1)C=1C=C2C=C(C=NC2=CC1)C1=NC=CC(=C1)C(=O)OC1CCNCC1